ClC1=CC=C(C=C1)NC(CC(CO)N1C2C(CCC1)N(CC2)C2=CC=C(C=C2)OC(F)(F)F)=O N-(4-Chlorophenyl)-4-hydroxy-3-{1-[4-(trifluoromethoxy)phenyl]-octahydro-1H-pyrrolo[3,2-b]pyridin-4-yl}butanamide